NCC1(CCN(CC1)C=1N=CC2=C(N1)NC(C=C2SC2=C(C(=CC=C2)Cl)Cl)=O)C 2-(4-(aminomethyl)-4-methylpiperidin-1-yl)-5-((2,3-dichlorophenyl)thio)pyrido[2,3-d]pyrimidin-7(8H)-one